C(C)(C)C=1C(=CC2=C(N(C(N2)=O)[C@@H]2CN(CCC2)C)C1)C=1C=C(C=2N(C1)N=CN2)OC (S)-6-Isopropyl-5-(8-methoxy-[1,2,4]triazolo[1,5-a]pyridin-6-yl)-1-(1-methylpiperidin-3-yl)-1,3-dihydro-2H-benzo[d]imidazol-2-on